1-ethyl-3-methyl-1H-pyrazolo[4,3-b]pyridine-5-carbonitrile C(C)N1N=C(C2=NC(=CC=C21)C#N)C